[N+](=O)([O-])C=1C=CC(=C(C1)N1CCS(CC1)(=O)=O)C(F)(F)F (5-nitro-2-(trifluoromethyl)phenyl)thiomorpholine-1,1-dioxide